C(C)OC1=C(O[C@H]2CN(CCC2)C2=CN=CC(=N2)N)C=CC=C1 (R)-6-(3-(2-ethoxyphenoxy)piperidin-1-yl)pyrazin-2-amine